N-(2-(4-(4-(cyclopropylmethyl)piperazine-1-yl)piperidine-1-yl)-5-((6-((S)-3-(2,6-difluorophenyl)isoxazolidine-2-yl)pyrimidine-4-yl)amino)-4-methoxyphenyl)acrylamide C1(CC1)CN1CCN(CC1)C1CCN(CC1)C1=C(C=C(C(=C1)OC)NC1=NC=NC(=C1)N1OCC[C@H]1C1=C(C=CC=C1F)F)NC(C=C)=O